2-fluoroethane sodium [Na].FCC